C(C1=CC=CC=C1)C1N(CC1C(OC)OC)C(=O)OC(C)(C)C1=NC(=CC(=N1)Cl)Cl 2-(4,6-dichloropyrimidin-2-yl)propan-2-ol benzyl-3-(dimethoxymethyl)azetidine-1-carboxylate